N1C=NC2=C1C=CC(=C2)N2C(OC[C@@H]2C2=C(C(=C(C=C2)CCC(C)(F)F)F)F)=O (S)-3-(1H-benzo[d]imidazol-5-yl)-4-(4-(3,3-difluorobutyl)-2,3-difluorophenyl)oxazolidin-2-one